2,2-dimethyl-5-(tert-butylamino)-4-hepten-3-one CC(C)(C(C=C(CC)NC(C)(C)C)=O)C